Methyl 4-(2-(2-aminopyridin-3-yl)-5-(4-methyl-3-oxo-1,4-diazepan-1-yl)-3H-imidazo[4,5-b]pyridin-3-yl)benzoate NC1=NC=CC=C1C1=NC=2C(=NC(=CC2)N2CC(N(CCC2)C)=O)N1C1=CC=C(C(=O)OC)C=C1